O(C1=CC=CC=C1)CC=1NC2=C(N1)C=CC(=C2)C 2-(phenoxymethyl)-5-methylbenzimidazole